C(C=C)OC(=O)N[C@H](CCCCNC(=O)OC(C)(C)C)C(=O)O N2-((allyloxy)carbonyl)-N6-(tert-butoxycarbonyl)-D-lysine